C(C)(C)NC1=NC2=NC=CC=C2C(=C1)NCC=1C(=NC=CC1)C(F)(F)F N2-isopropyl-N4-[[2-(trifluoromethyl)-3-pyridyl]methyl]-1,8-naphthyridine-2,4-diamine